ClC=1C=C(OCC(=O)NCCCO)C=CC1C=1N(C2=NC=NC(=C2N1)OC1(CC1)C)CC1=NC=CC(=C1)C 2-(3-chloro-4-(6-(1-methylcyclopropoxy)-9-((4-methylpyridin-2-yl)methyl)-9H-purin-8-yl)phenoxy)-N-(3-hydroxypropyl)acetamide